4-[2-([1,4]Dioxan-2-ylmethoxy)-4-oxo-6,7-dihydro-4H-pyrimido[6,1-a]isoquinolin-9-yl]-benzonitrile O1C(COCC1)COC1=NC(N2C(C3=CC=C(C=C3CC2)C2=CC=C(C#N)C=C2)=C1)=O